Ethyl 2-[4-({[4-(benzyloxy)phenyl]amino}carbonyl)-1,5-dimethyl-1H-pyrrol-2-yl]-4-chloro-5-methoxybenzoate C(C1=CC=CC=C1)OC1=CC=C(C=C1)NC(=O)C=1C=C(N(C1C)C)C1=C(C(=O)OCC)C=C(C(=C1)Cl)OC